1-[2-[bis(2-hydroxyethyl)amino]ethyl]pyrrolidine-2-one OCCN(CCN1C(CCC1)=O)CCO